1,3-bis[di(2-methoxy-5-methylphenyl)phosphino]propane COC1=C(C=C(C=C1)C)P(CCCP(C1=C(C=CC(=C1)C)OC)C1=C(C=CC(=C1)C)OC)C1=C(C=CC(=C1)C)OC